2'-methoxy-5-(2-methoxyethoxy)-6'-((pyridin-2-ylmethyl)thio)-[2,4'-bipyridine]-3',5'-dicarbonitrile COC1=NC(=C(C(=C1C#N)C1=NC=C(C=C1)OCCOC)C#N)SCC1=NC=CC=C1